N-[5-bromo-4-(cyanomethyl)-2-fluoro-phenyl]-2,2,2-trifluoro-acetamide BrC=1C(=CC(=C(C1)NC(C(F)(F)F)=O)F)CC#N